O1N=CC=2C(NC=3C=CC=CC3C21)=O isoxazolo[4,5-c]quinolin-4(5H)-one